6-bromo-3-hydroxy-2-pyrazinecarboxamide BrC1=CN=C(C(=N1)C(=O)N)O